C1(CCC1)S(=O)C1=C(C=2C(=NC(=CC2C(F)(F)F)C=2C=NN(C2)C)S1)N 2-(cyclobutylsulfinyl)-6-(1-methyl-1H-pyrazol-4-yl)-4-(trifluoromethyl)thieno[2,3-b]pyridin-3-amine